CC1(C(C(C1=O)(CC)CC)=O)C 2,2-dimethyl-4,4-diethylcyclobutane-1,3-dione